BrC=1N(C2=CC=CC=C2C1)C1=C(C=CC=C1)C=O bromo-N-(2-formylphenyl)indole